ethyl 2-[4-benzylmorpholin-2-yl]acetate C(C1=CC=CC=C1)N1CC(OCC1)CC(=O)OCC